C(C)(C)(C)[Si](OCC[C@H](CCC)NC=1C2=C(N=C(N1)NC(OC)=O)C=NN2CC2=C(C=CC(=C2)C#N)OC)(C2=CC=CC=C2)C2=CC=CC=C2 methyl (S)-(7-((1-((tert-butyldiphenyl-silyl)oxy)hexan-3-yl)amino)-1-(5-cyano-2-methoxybenzyl)-1H-pyrazolo[4,3-d]pyrimidin-5-yl)carbamate